C(=O)(OCCCCCCCCCCCCCC)C(O)C(O)C(=O)OCCCCCCCCCCCCCC Dimyristyl Tartrat